P(=O)(OC(C)(C)C)(OC(C)(C)C)OC(C)N1N=CC(=C1)C=1SC=C(N1)C(NC=1C(=NN(C1)[C@@H]1CC[C@H](CC1)OCC)C1=NC(=CC=C1F)F)=O Di-tert-butyl (1-(4-(4-((3-(3,6-difluoropyridin-2-yl)-1-(trans-4-ethoxycyclohexyl)-1H-pyrazol-4-yl)carbamoyl)thiazol-2-yl)-1H-pyrazol-1-yl)ethyl) phosphate